O1CCN(CC1)C=1C2=C(N=C(N1)N/N=C/C=1C=C(C=CC1)C)SC(=C2)C=2C=NC=CC2 4-morpholino-N-[(E)-m-tolylmethyleneamino]-6-(3-pyridyl)thieno[2,3-d]pyrimidin-2-amine